C(C)C1N(CCC(C1)C#N)C1=NC(=C(N=C1Cl)I)CCCC(F)(F)F ethyl-1-(3-chloro-5-iodo-6-(4,4,4-trifluorobutyl)pyrazin-2-yl)piperidine-4-carbonitrile